FC(C(C(F)(F)F)OC(=O)N1CCC(CC1)(C)N(C)CC1=C(C=C(C=C1)C(F)(F)F)N1CCC(CC1)N1[C@H](CCC1)C(=O)O)(F)F (1-(2-(((1-(((1,1,1,3,3,3-Hexafluoropropan-2-yl)oxy)carbonyl)-4-methylpiperidin-4-yl)(methyl)amino)methyl)-5-(trifluoromethyl)phenyl)piperidin-4-yl)-D-proline